Benzyl (3-((3,3-diethoxypropyl)amino)-3-oxopropyl)carbamate C(C)OC(CCNC(CCNC(OCC1=CC=CC=C1)=O)=O)OCC